ClC=1C(=NC(=NC1)NC=1C=NN(C1)C)N1C[C@@]2([C@](C1)(CN(C2)C=O)C)C ((3ar,6as)-5-(5-chloro-2-((1-methyl-1H-pyrazol-4-yl)amino)pyrimidin-4-yl)-3a,6a-dimethylhexahydropyrrolo[3,4-c]pyrrol-2(1H)-yl)methanone